(R)-(+)-β-Methylphenethylamine C[C@@H](CN)C1=CC=CC=C1